BrC1=C(C(=O)OC)C=C(C=C1C)NC1=NN(C=C1C(N)=O)[C@@H]1COCC[C@H]1C#N methyl 2-bromo-5-((4-carbamoyl-1-(trans-4-cyanotetrahydro-2H-pyran-3-yl)-1H-pyrazol-3-yl)amino)-3-methylbenzoate